ClC=1C(N(SC1Cl)CCCCCCCC)=O 4,5-Dichloro-2-octyl-4-isothiazolin-3-one